C(OCCCCCCCCC)(OCCCCCCCCCCC)=O nonyl undecyl carbonate